N-[3-(Dimethylamino)-1-bicyclo[1.1.1]pentanyl]-6-[3-[2-methoxy-4-(methylcarbamoyl)anilino]prop-1-ynyl]-1-(2,2,2-trifluoroethyl)benzimidazole-4-carboxamide CN(C12CC(C1)(C2)NC(=O)C2=CC(=CC=1N(C=NC12)CC(F)(F)F)C#CCNC1=C(C=C(C=C1)C(NC)=O)OC)C